iron sodium manganese pyrophosphate [O-]P([O-])(=O)OP(=O)([O-])[O-].[Mn+2].[Na+].[Fe+2]